6,7-Dichloro-5-(2,6-difluoro-3-methoxy-phenyl)-3-methyl-1,3-dihydro-1,4-benzodiazepine-2-One ClC1=C(C=CC2=C1C(=NC(C(N2)=O)C)C2=C(C(=CC=C2F)OC)F)Cl